(S)-8-(2-amino-6-((R)-2,2,2-trifluoro-1-(2-(3-methyl-1H-pyrazol-1-yl)-4-(1-methyl-1H-pyrazol-4-yl)phenyl)ethoxy)pyrimidin-4-yl)-2,8-diazaspiro[4.5]decane-3-carboxylic acid NC1=NC(=CC(=N1)N1CCC2(C[C@H](NC2)C(=O)O)CC1)O[C@@H](C(F)(F)F)C1=C(C=C(C=C1)C=1C=NN(C1)C)N1N=C(C=C1)C